dimethyl 2-aminopentanedioate NC(C(=O)OC)CCC(=O)OC